N-(4-(2-(2-aminopyridin-3-yl)-5-phenyl-3H-imidazo[4,5-b]pyridin-3-yl)benzyl)-2-hydroxybenzamide NC1=NC=CC=C1C1=NC=2C(=NC(=CC2)C2=CC=CC=C2)N1C1=CC=C(CNC(C2=C(C=CC=C2)O)=O)C=C1